5-(4-(7-((2-(2,3-difluoro-6-(2-morpholinothiazol-4-yl)phenoxy)ethyl)amino)heptanoyl)piperazin-1-yl)-2-(2,6-dioxopiperidin-3-yl)-6-fluoroisoindoline-1,3-dione FC1=C(OCCNCCCCCCC(=O)N2CCN(CC2)C=2C=C3C(N(C(C3=CC2F)=O)C2C(NC(CC2)=O)=O)=O)C(=CC=C1F)C=1N=C(SC1)N1CCOCC1